C1(CC1)S(=O)(=O)N1N=CC(=C1)C1=NC=CC(=N1)NC1=NC=C(C(=C1C(C)C)N)C#CC1CCOCC1 N2-(2-(1-(Cyclopropylsulfonyl)-1H-pyrazol-4-yl)pyrimidin-4-yl)-M-isopropyl-5-((tetrahydro-2H-pyran-4-yl)ethynyl)pyridine-2,4-diamine